3-({[(2-methylpyridin-4-yl)methyl][(3S)-1-(pyridin-3-yl)piperidin-3-yl]amino}methyl)-1,4-dihydroquinolin-4-one CC1=NC=CC(=C1)CN([C@@H]1CN(CCC1)C=1C=NC=CC1)CC1=CNC2=CC=CC=C2C1=O